C(C=C)P(C1=CC=CC=C1)(CC=C)=O bis(allyl)phenyl-phosphorus oxide